Cl.FC=1C=C(C=C(C1)C=1C=NN(C1)C1=CC=C(C=C1)F)CN (3-fluoro-5-(1-(4-fluorophenyl)-1H-pyrazol-4-yl)phenyl)methylamine hydrochloride